N-(6-(2H-1,2,3-triazol-2-yl)-5-(trifluoromethyl)pyridin-3-yl)-1-methyl-3-(thieno[2,3-c]pyridin-3-yl)-4-(trifluoromethyl)-1H-pyrazole-5-carboxamide N=1N(N=CC1)C1=C(C=C(C=N1)NC(=O)C1=C(C(=NN1C)C1=CSC2=CN=CC=C21)C(F)(F)F)C(F)(F)F